C(CCC)OC(=O)CC(CC(=O)OCCCC)(C(=O)OCCCC)O 2-hydroxypropane-1,2,3-tricarboxylic acid tributyl ester